3-hydroxybutyric acid propionyl-L-carnitine salt C(CC)(=O)[C@](O)(C[N+](C)(C)C)CC([O-])=O.OC(CC(=O)O)C